C(C1=CC=CC=C1)OC1=C(C=C(C(=O)N(C(OCC2=CC=CC=C2)=O)C=2N=C(OC2)C2=CC=CC=C2)C=C1F)C1OCC(CO1)(C)C benzyl (4-(benzyloxy)-3-(5,5-dimethyl-1,3-dioxan-2-yl)-5-fluorobenzoyl)(2-phenyloxazol-4-yl)carbamate